1,1-di-n-octadecyl-3-1-butyl-3-phenylurea C(CCCCCCCCCCCCCCCCC)N(C(=O)N(C1=CC=CC=C1)CCCC)CCCCCCCCCCCCCCCCCC